5-(4-hydroxyphenyl)valeric acid OC1=CC=C(C=C1)CCCCC(=O)O